(4-{[5-(dimethylamino)-7-methyl-[1,2,4]triazolo[1,5-a]pyrimidin-6-yl]methyl}phenyl)(imino)methyl-λ6-sulfanone CN(C1=NC=2N(C(=C1CC1=CC=C(C=C1)[SH2](=O)C=N)C)N=CN2)C